C(C1=CC=CC=C1)NC=1SC(=CN1)C(=O)N1CCC(CC1)N1C[C@@H](CCC1)C [2-(Benzylamino)-1,3-thiazol-5-yl][(3R)-3-methyl[1,4'-bipiperidine]-1'-yl]methanone